1,3,4-tri-O-benzyl-2-N-butyryl-6-O-((3-carboxy-1-propyl)Aminocarbonyl)-D-glucosamine C(C1=CC=CC=C1)OC1[C@H](NC(CCC)=O)[C@@H](OCC2=CC=CC=C2)[C@H](OCC2=CC=CC=C2)[C@H](O1)COC(=O)NCCCC(=O)O